ClC=1C=C(C(=NC1)OC1=C(C(=CC=C1)F)F)C(=O)N[C@@H](C)C1=CC=C(C(=O)O)C=C1 4-[(1S)-1-({[5-chloro-2-(2,3-difluorophenoxy)pyridin-3-yl]carbonyl}amino)ethyl]benzoic acid